C(CC)OC(=S)[C@H](O)[C@@H](O)[C@H](O)[C@H](O)CO propyloxythio-D-glucose